(3S,4S)-1-cyclopropylmethyl-4-{[5-(2,4-difluoro-phenyl)-isoxazole-3-carbonyl]-amino}-piperidine-3-carboxylic acid C1(CC1)CN1C[C@@H]([C@H](CC1)NC(=O)C1=NOC(=C1)C1=C(C=C(C=C1)F)F)C(=O)O